ClC=1C(=NC=CC1C1=C(C(=CC=C1)C1=NC(=C(N=C1)CNC[C@H]1NC(CC1)=O)OC)Cl)C1=CC(=C(C=C1)CNC[C@@H]1CCC(N1)=O)OC (5S)-5-[[[4-[3-chloro-4-[2-chloro-3-[6-methoxy-5-[[[(2S)-5-oxopyrrolidin-2-yl]methylamino]methyl]pyrazin-2-yl]phenyl]-2-pyridyl]-2-methoxy-phenyl]methylamino]methyl]pyrrolidin-2-one